(4-(5-methoxy-1H-indol-3-yl)furan-2-yl)-4-oxobutanoic acid COC=1C=C2C(=CNC2=CC1)C=1C=C(OC1)C(C(=O)O)CC=O